O=C1N(C(=NC2=CC=CC(=C12)C#CCCCCCCN[C@@H]1[C@@]2(CC[C@H](C1)C2(C)C)C)C(F)(F)F)[C@@H]2C(NC(CC2)=O)=O (S)-3-(4-oxo-2-(trifluoromethyl)-5-(8-(((1R,2S,4R)-1,7,7-trimethylbicyclo[2.2.1]Heptane-2-yl)amino)oct-1-yn-1-yl)quinazolin-3(4H)-yl)piperidine-2,6-dione